C(C=C)(=O)NC=1C=C(C=CC1C)C1=C(NC2=NC=C(C=C21)C(=O)OC(C)C)C2=CC=C(C=C2)CN(C)C isopropyl 3-(3-acrylamido-4-methylphenyl)-2-(4-((dimethylamino)methyl)phenyl)-1H-pyrrolo[2,3-b]pyridine-5-carboxylate